5-(benzyloxy)-N-(1,2-dimethylpiperidin-4-yl)-2-methylbenzofuran-3-carboxamide C(C1=CC=CC=C1)OC=1C=CC2=C(C(=C(O2)C)C(=O)NC2CC(N(CC2)C)C)C1